N1=C(C=CC=C1)C1=CC2=C(NC=N2)C=C1 5-(pyridin-2-yl)-1H-benzo[d]imidazol